C(C1=CC=CC=C1)C(C(=O)NC=1C=CC=C2C(=CNC12)C=1C=NN(C1)C(=O)OC(C)(C)C)CNC(=O)OC(C)(C)C tert-butyl 4-(7-{2-benzyl-3-[(tert-butoxycarbonyl) amino] propanamido}-1H-indol-3-yl)pyrazole-1-carboxylate